CN(P1(OCCS1)=S)C 2-(dimethylamino)-1,3,2-oxathiaphospholane 2-sulfide